2,2-bis[[[3-(3,5-di-tert-butyl-4-hydroxyphenyl)propionyl]oxy]methyl]propane C(C)(C)(C)C=1C=C(C=C(C1O)C(C)(C)C)CCC(=O)OCC(C)(C)COC(CCC1=CC(=C(C(=C1)C(C)(C)C)O)C(C)(C)C)=O